3'-fluoro-[1,1'-biphenyl]-4-amine FC=1C=C(C=CC1)C1=CC=C(C=C1)N